Ethyl 4-methyl-3-oxo-1-phenyl-2,7,10,13,16,19,22-heptaoxa-4-azatetracosan-24-oate CN(C(OCC1=CC=CC=C1)=O)CCOCCOCCOCCOCCOCCOCC(=O)OCC